(S)-N-(7-chloro-6-(1-(oxetan-3-yl)piperidin-4-yl)isoquinolin-3-yl)-2,2-difluorocyclopropane-1-carboxamide ClC1=C(C=C2C=C(N=CC2=C1)NC(=O)[C@H]1C(C1)(F)F)C1CCN(CC1)C1COC1